4-(4-Nitrophenyl)-5-((6-(4-fluorophenyl)imidazo[2,1-b]thiazol-3-yl)methyl)-2,4-dihydro-3H-1,2,4-triazole [N+](=O)([O-])C1=CC=C(C=C1)N1CNN=C1CC=1N2C(SC1)=NC(=C2)C2=CC=C(C=C2)F